BrC=1C=C2C(C=CN(C2=CC1)C)=O 6-bromo-1-methyl-quinolin-4-one